(S)-1'-(6-amino-5-((2-amino-3-chloropyridin-4-yl)thio)pyrazin-2-yl)-6-methoxy-1,3-dihydrospiro[indene-2,4'-piperidin]-1-amine NC1=C(N=CC(=N1)N1CCC2(CC1)[C@@H](C1=CC(=CC=C1C2)OC)N)SC2=C(C(=NC=C2)N)Cl